C(CCC)(=O)[O-].C[NH2+]C (N,N-dimethylammonium) butyrate